(R)-1-(4-(2-cyanopyrrolidin-1-yl)benzyl)-3-(2-ethynyl-thiazol-4-yl)urea C(#N)[C@@H]1N(CCC1)C1=CC=C(CNC(=O)NC=2N=C(SC2)C#C)C=C1